methyl 2-(3-chloropropyl)-5-(3,4,5-trifluorophenyl)-3,4-dihydro-2H-pyrrole-2-carboxylate ClCCCC1(N=C(CC1)C1=CC(=C(C(=C1)F)F)F)C(=O)OC